phenalenyl-lithium C1(C=CC2=CC=CC3=CC=CC1=C23)[Li]